FC(C(=O)CF)(F)F 1,1,1,3-tetrafluoroacetone